C(C1=CC=CC=C1)N1C[C@H](N(C[C@@H]1CN1[C@@H](COCC1)C(F)F)C(=O)OC(C)(C)C)C tert-butyl (2R,5S)-4-benzyl-5-(((S)-3-(difluoromethyl) morpholino) methyl)-2-methylpiperazine-1-carboxylate